4-[N-(2-cyanoethyl)sulfamoyl]-N-[6-(piperazinylmethyl)benzothiazol-2-yl]Benzamide C(#N)CCNS(=O)(=O)C1=CC=C(C(=O)NC=2SC3=C(N2)C=CC(=C3)CN3CCNCC3)C=C1